C=CCC.[Na] sodium butene